C(\C=C\C(=O)O)(=O)O.FC1=C2C(=NNC2=CC=C1F)CCNCC1=C(C=CC=C1)OC 2-(4,5-difluoro-1H-indazol-3-yl)-N-(2-methoxybenzyl)ethan-1-amine fumarate